C(C1=CC=CC=C1)NC1=C2CN(CC2=CC=C1)C(=O)OC(C)(C)C tert-butyl 4-(benzylamino)isoindoline-2-carboxylate